(4-((5-fluoro-3-nitropyridin-2-yl)amino)phenyl)methanol FC=1C=C(C(=NC1)NC1=CC=C(C=C1)CO)[N+](=O)[O-]